4-{[3-(1-ethyl-1H-benzo[d][1,2,3]triazol-5-yl)-5-trifluoromethyl-1H-pyrazol-1-yl]methyl}-N-hydroxybenzamide C(C)N1N=NC2=C1C=CC(=C2)C2=NN(C(=C2)C(F)(F)F)CC2=CC=C(C(=O)NO)C=C2